FC1CC(N(C1)C(CCC1=CC(=NC=C1)C)=O)C(=O)NC(C1=CC=C(C=C1)C(C)C)C1=CC=CC=C1 4-fluoro-1-[3-(2-methylpyridin-4-yl)propanoyl]-N-{phenyl[4-(propan-2-yl)phenyl]methyl}pyrrolidine-2-carboxamide